2,4,6-trinitrobenzene sodium [Na].[N+](=O)([O-])C1=CC(=CC(=C1)[N+](=O)[O-])[N+](=O)[O-]